1,4-butanediboronic acid C(CCCB(O)O)B(O)O